dipyryl-tin O1C(C=CC=C1)[Sn]C1OC=CC=C1